N1=C(C=CC=C1)C1(CC1)N 1-(pyridin-2-yl)-cyclopropan-1-amine